N-((4-(cyclopropylmethoxy)-2-fluorophenyl)(tosyl)methyl)formamide C1(CC1)COC1=CC(=C(C=C1)C(NC=O)S(=O)(=O)C1=CC=C(C)C=C1)F